tert-butyl (3S,5R)-3-(2-bromo-4-chloro-6-methylphenoxy)-5-hydroxypiperidine-1-carboxylate BrC1=C(O[C@@H]2CN(C[C@@H](C2)O)C(=O)OC(C)(C)C)C(=CC(=C1)Cl)C